CC1=C(NC(=C1)C=O)C=O 3-METHYL-1H-PYRROLE-2,5-DICARBALDEHYDE